(R)-3-((3-(2H-tetrazol-5-yl)benzyl)amino)-6-fluoro-5-(1-(2-fluorophenyl)ethyl)-4H-benzo[e][1,2,4]thiadiazine 1,1-dioxide N=1NN=NC1C=1C=C(CNC2=NS(C3=C(N2)C(=C(C=C3)F)[C@H](C)C3=C(C=CC=C3)F)(=O)=O)C=CC1